2-(4-bromo-2-(1,1-difluoropropyl)-5-fluorophenoxy)-3-fluoropropyl acetate C(C)(=O)OCC(CF)OC1=C(C=C(C(=C1)F)Br)C(CC)(F)F